ClC=1C=C(C=CC1F)C(N[S@](=O)C(C)(C)C)C1=NC(=CC=C1)C(F)(F)F (R)-N-((3-chloro-4-fluorophenyl)(6-(trifluoromethyl)pyridin-2-yl)methyl)-2-methylpropane-2-sulfinamide